(S)-5-chloro-1,2-epoxypentane ClCCC[C@H]1CO1